O=C1OC[C@H](N1)CCC(=O)N1CC(C1)COCC1=C(OCCNC(OCC2=CC=CC=C2)=O)C=CC=C1 benzyl (R)-(2-(2-(((1-(3-(2-oxooxazolidin-4-yl)propanoyl)azetidin-3-yl)methoxy)methyl)phenoxy)ethyl)carbamate